2-(1-acryloyl-4-(7-chloro-6-(4-chlorophenyl)quinazolin-4-yl)piperazin-2-yl)acetamide C(C=C)(=O)N1C(CN(CC1)C1=NC=NC2=CC(=C(C=C12)C1=CC=C(C=C1)Cl)Cl)CC(=O)N